COC(C=CC1=C(C(=CC=C1)F)N)=O 3-(2-amino-3-fluorophenyl)acrylic acid methyl ester